8-Bromo-2-ethynyl-3-(2,2,2-trifluoroethyl)indolizine BrC1=CC=CN2C(=C(C=C12)C#C)CC(F)(F)F